BrC=1C(=C(C=CC1)NC1=NC=NC2=CC3=C(C=C12)OCCCO3)F N-(3-bromo-2-fluorophenyl)-8,9-dihydro-7H-[1,4]dioxepino[2,3-g]quinazolin-4-amine